NC(C(=O)O)CN1OC(NC1=O)=O 2-amino-3-(3,5-dioxo-1,2,4-oxadiazolidin-2-yl)propanoic acid